(R)-N-((S)-1-(4-cyano-2-(4-fluorophenyl)-1-((2-(trimethylsilyl)ethoxy)methyl)-1H-imidazol-5-yl)-6-(2-ethyl-1,3-dioxolan-2-yl)hexyl)-2-methylpropane-2-sulfinamide C(#N)C=1N=C(N(C1[C@H](CCCCCC1(OCCO1)CC)N[S@](=O)C(C)(C)C)COCC[Si](C)(C)C)C1=CC=C(C=C1)F